BrC1=CC(=C(C=C1)C=1N(C=C(N1)C(F)(F)F)CC)F 2-(4-bromo-2-fluorophenyl)-1-ethyl-4-(trifluoromethyl)-1H-imidazole